bis(2,6-difluoro-3-((4-toluoyl)amino)phenyl)titanium FC1=C(C(=CC=C1NC(=O)C1=CC=C(C=C1)C)F)[Ti]C1=C(C(=CC=C1F)NC(=O)C1=CC=C(C=C1)C)F